N-(2-((3-(2-(2-((2-(2,6-dioxopiperidin-3-yl)-1,3-dioxoisoindolin-4-yl)amino)acetamido)ethyl)pyrrolidin-1-yl)methyl)-1H-benzo[d]imidazol-5-yl)-1-methyl-1H-indazole-5-carboxamide O=C1NC(CCC1N1C(C2=CC=CC(=C2C1=O)NCC(=O)NCCC1CN(CC1)CC1=NC2=C(N1)C=CC(=C2)NC(=O)C=2C=C1C=NN(C1=CC2)C)=O)=O